FC(C(=O)O)(F)F.FC(C(=O)O)(F)F.N1=CC(=CC2=CN=CC=C12)C#N 1,6-naphthyridine-3-carbonitrile bistrifluoroacetate